OP(O)(=O)OP(=O)(O)O.C(C1=CC=C(NCC2=CN=C3N=C(N)NC(=O)C3=N2)C=C1)(=O)N[C@@H](CO)C(=O)O Pteroyl-Serine PyroPhosphate